4-((4-bromo-5-methyl-2-nitrophenyl)amino)piperidine-1-carboxylic acid tert-butyl ester C(C)(C)(C)OC(=O)N1CCC(CC1)NC1=C(C=C(C(=C1)C)Br)[N+](=O)[O-]